2-methoxycyclohexyl 4-(decylamino)-4-oxobutanoate C(CCCCCCCCC)NC(CCC(=O)OC1C(CCCC1)OC)=O